N4-[6-(5-chloro-2-fluorophenyl)pyridazin-4-yl]pyrimidine-2,4-diamine ClC=1C=CC(=C(C1)C1=CC(=CN=N1)NC1=NC(=NC=C1)N)F